3-(6-bromopyridin-3-yl)-2-(quinolin-7-yl)benzofuro[2,3-b]Pyrazine BrC1=CC=C(C=N1)C1=C(N=C2C(=N1)OC1=C2C=CC=C1)C1=CC=C2C=CC=NC2=C1